Cl.FC=1C=C(C(=NC1)OC)[C@@H](C)N (R)-1-(5-fluoro-2-methoxypyridin-3-yl)ethan-1-amine hydrochloride